1-hydroxy-3-(2-methoxy-4-methylphenyl)propan-2-one OCC(CC1=C(C=C(C=C1)C)OC)=O